(R)-N'-((3-ethyl-2-methyl-6,7-dihydro-5H-cyclopenta[b]pyridin-4-yl)carbamoyl)-2-(2-hydroxypropan-2-yl)thiazole-5-sulfonimidamide C(C)C=1C(=C2C(=NC1C)CCC2)NC(=O)N=[S@](=O)(N)C2=CN=C(S2)C(C)(C)O